CN(CCCO)CCC1=CC=CC=C1 3-[methyl-(2-phenylethyl)amino]propan-1-ol